trans-trans-cis-1,5,9-Cyclododecatrien C/1=C\CC\C=C\CC\C=C/CC1